(R)-1-(1-(4-((6-(3-(2,3-difluorophenyl)isoxazolidin-2-yl)pyrimidin-4-yl)amino)-3-methoxyphenyl)piperidin-4-yl)-4-methylpiperazin-2-one FC1=C(C=CC=C1F)[C@@H]1N(OCC1)C1=CC(=NC=N1)NC1=C(C=C(C=C1)N1CCC(CC1)N1C(CN(CC1)C)=O)OC